Cl.NCCC1=NC=C(C=N1)C=O 2-(2-AMINOETHYL)PYRIMIDINE-5-CARBALDEHYDE HYDROCHLORIDE